FC=1C=C(C=C(C1)C(F)(F)F)[C@@H](C)NC1=C2C(=C(N=N1)C)C=NC(=C2)N2CCOCC2 (R)-N-(1-(3-fluoro-5-(trifluoromethyl)phenyl)ethyl)-4-methyl-7-morpholinopyrido[3,4-d]pyridazin-1-amine